ClC=1N=NC(=C2C1N(N=C2)C)N[C@H]2[C@@H](CCCC2)O (1r,2r)-2-[(7-chloro-1-methyl-pyrazolo[3,4-d]pyridazin-4-yl)amino]cyclohexanol